6-amino-2-benzyloxy-5-(3-methoxy-2,6-dimethyl-phenyl)-3-methyl-pyrrolo[2,3-b]pyrazine-7-carbonitrile NC1=C(C=2C(=NC(=C(N2)OCC2=CC=CC=C2)C)N1C1=C(C(=CC=C1C)OC)C)C#N